4-((4-((R)-3-(4-amino-3-(4-phenoxyphenyl)-1H-pyrazolo[3,4-d]pyrimidin-1-yl)piperidine-1-yl)-4-oxobutyl)thio)-2-(2,6-dioxopiperidin-3-yl)isoindoline-1,3-dione NC1=C2C(=NC=N1)N(N=C2C2=CC=C(C=C2)OC2=CC=CC=C2)[C@H]2CN(CCC2)C(CCCSC2=C1C(N(C(C1=CC=C2)=O)C2C(NC(CC2)=O)=O)=O)=O